(S)-1-ethyl-N-(4-methyl-3-(((R)-1-(naphthalen-1-yl)ethyl)carbamoyl)phenyl)pyrrolidine-2-carboxamide 2,2,2-trifluoroacetate FC(C(=O)O)(F)F.C(C)N1[C@@H](CCC1)C(=O)NC1=CC(=C(C=C1)C)C(N[C@H](C)C1=CC=CC2=CC=CC=C12)=O